ClC1=C2CCN(CC2=C(C(=C1O)O)Cl)C(\C=C\C=1C=NC(=CC1)C(F)(F)F)=O (2E)-1-(5,8-dichloro-6,7-dihydroxy-1,2,3,4-tetrahydroisoquinolin-2-yl)-3-[6-(trifluoro-methyl)pyridin-3-yl]prop-2-en-1-one